ClC=1C(=C(C=C(C1)F)[C@H](C)N1C(C(N([C@@H](C1)C)C)=O)=O)CO (R)-1-((S)-1-(3-Chloro-5-fluoro-2-(hydroxymethyl)phenyl)ethyl)-4,5-dimethylpiperazine-2,3-dione